7-methyl-N-[(2S)-1-[4-({5-[1-methyl-5-(trifluoromethyl)-1H-pyrazol-3-yl]thiophen-2-yl}sulfonyl)piperazin-1-yl]propan-2-yl]thieno[3,2-d]pyrimidin-4-amine CC1=CSC2=C1N=CN=C2N[C@H](CN2CCN(CC2)S(=O)(=O)C=2SC(=CC2)C2=NN(C(=C2)C(F)(F)F)C)C